CC1=CC=C2C(=CC(OC2=C1)=O)O 7-Methyl-4-hydroxycoumarin